tert-butyl N-(6-bromo-8-methyl-imidazo[1,2-a]pyrazin-2-yl)-carbamate BrC=1N=C(C=2N(C1)C=C(N2)NC(OC(C)(C)C)=O)C